3-((4-fluorophenyl)ethynyl)oxazolidin-2-one FC1=CC=C(C=C1)C#CN1C(OCC1)=O